C(C)(=O)OC=1C=C2C(=CNC2=CC1)CCN(CCC)CCC 3-(2-(dipropylamino) ethyl)-1H-indol-5-yl acetate